OC[C@H](C1=CC=CC=C1)NC1=NC(=NC=C1C1=NC(=NO1)C12CCN(CC1)CC2)NC=2C=C1C(N(C(C1=CC2)=O)CCC)(C)C (S)-5-((4-((2-hydroxy-1-phenylethyl)amino)-5-(3-(quinuclidin-4-yl)-1,2,4-oxadiazol-5-yl)pyrimidin-2-yl)amino)-3,3-dimethyl-2-propylisoindolin-1-one